Disilanamine [SiH2]([SiH3])N